S(=O)(=O)(O)O.C(C1=CN=CC=C1)(=O)O nicotinic acid sulfate